NC1CC(CC(C1)N)N 1,3,5-triamino-cyclohexane